FC(OC1=CC=C(C=C1)C=1C=C(C(N(N1)C1=CC(=CC=C1)F)=O)C(=O)NCC(COC)O)F 6-[4-(difluoromethoxy)phenyl]-2-(3-fluorophenyl)-N-(2-hydroxy-3-methoxypropyl)-3-oxo-2,3-dihydropyridazine-4-carboxamide